methyl (2S)-2-[[(tert-butoxy)carbonyl](methyl)amino]-4-fluoro-4-methylpentanoate C(C)(C)(C)OC(=O)N([C@H](C(=O)OC)CC(C)(C)F)C